4-(4-Cyano-3-hydroxy-6-p-tolyl-quinolin-2-yl)-4-oxo-butyric acid ethyl ester C(C)OC(CCC(=O)C1=NC2=CC=C(C=C2C(=C1O)C#N)C1=CC=C(C=C1)C)=O